carbonyldibenzofuran C(=O)=C1CC=CC=2OC3=C(C21)C=CC=C3